(1R,11R)-18-(difluoromethoxy)-5-{2-[1-(2-hydroxyethyl)pyrazol-4-yl]ethynyl}-2,9,12-triazapentacyclo[9.8.1.0^{2,10}.0^{3,8}.0^{14,19}]icosa-3(8),4,6,9,14(19),15,17-heptaen-13-one FC(OC1=CC=CC=2C(N[C@H]3C4=NC=5C=CC(=CC5N4[C@@H](C12)C3)C#CC=3C=NN(C3)CCO)=O)F